COC1=C(C=CC=C1)C(C)(C)NC([C@@H](CN1CCCC1)C)=O (R)-N-(2-(2-methoxyphenyl)propan-2-yl)-2-methyl-3-(pyrrolidin-1-yl)propanamide